COC[C@@H](C1=CC=CC=C1)NC=1NC(/C(/N1)=C/C=1C=C2N=CC=NC2=CC1)=O (4Z)-2-[[(1R)-2-Methoxy-1-phenyl-ethyl]amino]-4-(quinoxalin-6-ylmethylene)-1H-imidazol-5-one